N-(5-(4-((2-(2,4-dihydroxy-5-isopropylbenzoyl)isoindolin-5-yl)methyl)piperazin-1-yl)pentyl)propanamide OC1=C(C(=O)N2CC3=CC=C(C=C3C2)CN2CCN(CC2)CCCCCNC(CC)=O)C=C(C(=C1)O)C(C)C